4-pyrrolidinobenzaldehyde N1(CCCC1)C1=CC=C(C=O)C=C1